N(C(=O)C)C1=NC=C(C(=O)O)C=C1 6-acetaminonicotinic acid